(3R)-7-bromo-8-fluoro-4-oxo-3,5-dihydro-2H-1,5-benzothiazepine BrC=1C(=CC2=C(NC(CCS2)=O)C1)F